C(C)(C)(C)OC(=O)N1[C@H](C[C@@H](C1)C1=CC=CC=C1)C(N[C@H](C(=O)NCC1CC2=C(N=C(S2)N)CC1)C)=O (2R,4R)-2-(((2S)-1-(((2-amino-4,5,6,7-tetrahydrobenzo[d]thiazol-6-yl)methyl)amino)-1-oxopropan-2-yl)carbamoyl)-4-phenylpyrrolidine-1-carboxylic acid tert-butyl ester